BrC=1C=CC(=C(C1)C1=NC(=NC(=C1)C1=CC=C(C=C1)C(F)(F)F)C1=CC=CC=C1)Cl 4-(5-bromo-2-chlorophenyl)-2-phenyl-6-(4-(trifluoromethyl)phenyl)pyrimidine